(1-cyclohexylethyl)-1,3-dihydro-2H-benzo[d]imidazol-2-one C1(CCCCC1)C(C)N1C(NC2=C1C=CC=C2)=O